ClC1=CC=C(C(=O)N2C(=C(C3=CC(=CC=C23)OC)CC(=O)O)C)C=C1 1-(4-chlorobenzoyl)-5-methoxy-2-methyl-1H-indole-3-Acetic acid